N=1C=NN2C1C=C(C=C2)OC2=C(C(=C(C=C2)NC=2C1=C(N=CN2)C=CC(=N1)N1CCNC2(CC2)C1)F)C N-(4-([1,2,4]triazolo[1,5-a]pyridin-7-yloxy)-2-fluoro-3-methylphenyl)-6-(4,7-diazaspiro[2.5]octan-7-yl)pyrido[3,2-d]pyrimidin-4-amine